ethyl 5-bromopyrazolo[1,5-a]pyridine-2-carboxylate BrC1=CC=2N(C=C1)N=C(C2)C(=O)OCC